N,N-dibenzyl-3-chloropropan-1-amine hydrochloride Cl.C(C1=CC=CC=C1)N(CCCCl)CC1=CC=CC=C1